OC[C@H](C[C@H]1C(NCC1)=O)NC(=O)N(NC(=O)OCC1=CC=CC=C1)CC(C)C benzyl 2-(((S)-1-hydroxy-3-((S)-2-oxopyrrolidin-3-yl)propan-2-yl)carbamoyl)-2-isobutylhydrazine-1-carboxylate